2-(phenylmethylthio)-4-(difluoromethyl)thiazole C1(=CC=CC=C1)CSC=1SC=C(N1)C(F)F